C1(=CC=CC2=CC=CC=C12)N(C1=CC=C(C=C1)C1=CC=C(N(C2=CC=CC=C2)C2=CC=CC3=CC=CC=C23)C=C1)C1=CC=CC=C1 N,N'-bis-(naphthalen-1-yl)-N,N'-di(phenyl)benzidine